1-cyclopentyl-4-((3-(4-fluorophenyl)isoxazol-5-yl)methyl)piperazine-2,3-dione C1(CCCC1)N1C(C(N(CC1)CC1=CC(=NO1)C1=CC=C(C=C1)F)=O)=O